BrC1=C(C=CC=C1)CCC(=O)N[C@H](C(=O)N1[C@@H](C[C@H](C1)O)C(=O)NCC1=CC=C(C=C1)C1=C(N=CS1)C)C(C)(C)C (2S,4R)-1-[(2S)-2-[3-(2-bromophenyl)propanamido]-3,3-dimethylbutanoyl]-4-hydroxy-N-{[4-(4-methyl-1,3-thiazol-5-yl)phenyl]methyl}pyrrolidine-2-carboxamide